ClC=1C(=C(C(=C(C1)/C(/C)=N/O)OCC)C1CC(NC1)=O)C 4-(3-chloro-6-ethoxy-5-((1E)-1-(hydroxyimino)ethyl)-2-methylphenyl)pyrrolidin-2-one